C(#N)C1CC2(C1)C[C@H](N(CC2)CC2=C1C=CNC1=C(C=C2OC)C)C2=CC=C(C(=O)N[C@@H](C)C(=O)O)C=C2 (4-((2R,4s,6S)-2-cyano-7-((5-methoxy-7-methyl-1H-indol-4-yl)methyl)-7-azaspiro[3.5]nonan-6-yl)benzoyl)-L-alanine